(2S,5R)-2-(N-acetylcarbamimidoyl)-7-oxo-1,6-diazabicyclo[3.2.1]oct-6-ylsulfonate C(C)(=O)NC(=N)[C@H]1N2C(N([C@H](CC1)C2)S(=O)(=O)[O-])=O